3-(3-(3-phenoxyphenyl)acryloyl)oxazolidin-2-one O(C1=CC=CC=C1)C=1C=C(C=CC1)C=CC(=O)N1C(OCC1)=O